(4-((2-((1,4-dioxo-1,4-dihydronaphthalen-2-yl) amino) phenyl) ethynyl) phenyl) carbamate C(N)(OC1=CC=C(C=C1)C#CC1=C(C=CC=C1)NC=1C(C2=CC=CC=C2C(C1)=O)=O)=O